C(CCCCCCCCCCCCCCCCC)(=O)OC=1N(C(N=C(N1)OC)=O)C 4-methoxy-1-methyl-6-oxo-1,6-dihydro-1,3,5-triazin-2-yl stearate